FC(C)(F)C=1C(=C(C=CC1)[C@@H](C)NC1=C2C(=C(N=N1)C)C=NC(=C2)N([C@H]2CN(CC2)C)C)F N1-((R)-1-(3-(1,1-difluoroethyl)-2-fluorophenyl)ethyl)-N7,4-dimethyl-N7-((R)-1-methylpyrrolidin-3-yl)pyrido[3,4-d]pyridazine-1,7-diamine